ethyl (R)-4-(2-(((S)-1-((tert-butoxycarbonyl) amino) propan-2-yl) oxy)-4-fluorophenyl)-3-methyl-3,4-dihydro-2H-pyrazolo[1',5':1,2]pyrimido[5,4-b][1,4]oxazine-6-carboxylate C(C)(C)(C)OC(=O)NC[C@H](C)OC1=C(C=CC(=C1)F)N1C=2C(OC[C@H]1C)=CN1C(N2)=C(C=N1)C(=O)OCC